methyl 2-(4-{[(tert-butyldimethylsilyl) oxy] methyl} phenyl)-2-cyanoacetate [Si](C)(C)(C(C)(C)C)OCC1=CC=C(C=C1)C(C(=O)OC)C#N